C(C)(C)(C)OC(NC(COCCCCNC(=O)OCC1=CC=CC=C1)(C)C)=O N-[2-[4-(Benzyloxycarbonylamino)butoxy]-1,1-dimethyl-ethyl]carbamic acid tert-butyl ester